NC1=NC2=C(C(N(C=C2)CCO[Si](C)(C)C(C)(C)C)=O)N1CCCCCOC1=C(C=NN1C)C1=NC(=CC(=C1)C(=O)OC)C methyl 2-(5-{[5-(2-amino-5-{2-[(tert-butyldimethylsilyl) oxy] ethyl}-4-oxoimidazo[4,5-c]pyridin-3-yl) pentyl] oxy}-1-methylpyrazol-4-yl)-6-methylpyridine-4-carboxylate